2-(benzofuran-3-yl)-1-(((3-(dimethylcarbamoyl)phenyl)methyl)sulfonamido)ethylboronic acid O1C=C(C2=C1C=CC=C2)CC(NS(=O)(=O)CC2=CC(=CC=C2)C(N(C)C)=O)B(O)O